ClC1=C(C#N)C(=CC=C1)N1N=CC(=C1)C1=CN(C(C=C1C=1C=NC(=CC1)NC1CCCC1)=O)C 2-chloro-6-(4-(6-(cyclopentylamino)-1'-methyl-6'-oxo-1',6'-dihydro-[3,4'-bipyridin]-3'-yl)-1H-pyrazol-1-yl)benzonitrile